NC1=NC2=C(N1C)C=CC(=C2)C(=O)N(CC2=NC=C(C=C2)C(F)(F)F)[C@@H]2C=1N=CC=NC1CCC2 (S)-2-amino-1-methyl-N-(5,6,7,8-tetrahydroquinoxalin-5-yl)-N-((5-(trifluoromethyl)pyridin-2-yl)methyl)-1H-benzo[d]imidazole-5-carboxamide